O[C@H]([C@H](CO)NC(C1=CC(=C(C=C1)C)NC1=NC(=NC=C1)C1=CN=CC2=CC=CC=C12)=O)C1=CC=CC=C1 N-[(1S,2S)-1,3-dihydroxy-1-phenylprop-2-yl]-3-{[2-(isoquinolin-4-yl)pyrimidin-4-yl]amino}-4-methylbenzamide